O=C(NCCCOCCOCCOCCCNC(CCCC(=O)N)=O)CCCC[C@@H]1SC[C@@H]2NC(N[C@@H]21)=O N5-(15-oxo-19-((3aS,4S,6aR)-2-oxohexahydro-1H-thieno[3,4-d]imidazol-4-yl)-4,7,10-trioxa-14-azanonadecyl)glutaramide